(5aS,10bR)-9-((2-((3,5-bis(trifluoromethyl)phenyl)amino)-3,4-dioxocyclohex-1-en-1-yl)amino)-2-mesityl-5a,10b-dihydro-4H,6H-indeno[2,1-b][1,2,4]triazolo[4,3-d][1,4]oxazine FC(C=1C=C(C=C(C1)C(F)(F)F)NC1=C(CCC(C1=O)=O)NC1=CC=C2C[C@@H]3OCC=4N([C@@H]3C2=C1)CN(N4)C4=C(C=C(C=C4C)C)C)(F)F